COC([C@H](C[C@H]1C(NCC1)=O)NC([C@H](CC#C)NC(=O)OC(C)(C)C)=O)=O (S)-methyl-2-((S)-2-((tert-butoxycarbonyl)amino)pent-4-ynamido)-3-((S)-2-oxopyrrolidin-3-yl)propanoate